1-cyclopropyl-4-[(2R,6R)-4-iodo-6-methyl-tetrahydropyran-2-yl]pyrazole C1(CC1)N1N=CC(=C1)[C@@H]1O[C@@H](CC(C1)I)C